N1(CCCCC1)C=1OC=2C(=NC(=C(C2)NC(=O)C=2N=C(OC2)C2=C(C=NC=C2)C)N2CCCCC2)N1 N-(2,5-bis(piperidin-1-yl)oxazolo[4,5-b]pyridin-6-yl)-2-(3-methylpyridin-4-yl)oxazole-4-carboxamide